methyl (R)-2-(5-(1,3-dioxolan-2-yl)-2-methyl-6-((1-(3-(pentafluoro-λ6-sulfanyl)phenyl)ethyl)amino)pyrimidin-4-yl)acetate O1C(OCC1)C=1C(=NC(=NC1N[C@H](C)C1=CC(=CC=C1)S(F)(F)(F)(F)F)C)CC(=O)OC